4,5-bis(4-trifluoromethyl-phenyl)-2-(2-isopropoxy-4-methoxy-phenyl)-4,5-dihydro-imidazol FC(C1=CC=C(C=C1)C1N=C(NC1C1=CC=C(C=C1)C(F)(F)F)C1=C(C=C(C=C1)OC)OC(C)C)(F)F